8-(3-chloro-2-(trifluoromethyl)phenyl)-9-(4-((1-(3-fluoropropyl)azetidin-3-ylidene)methyl)phenyl)-6,7-dihydro-5H-benzo[7]annulene-3-carboxylic acid ClC=1C(=C(C=CC1)C=1CCCC2=C(C1C1=CC=C(C=C1)C=C1CN(C1)CCCF)C=CC(=C2)C(=O)O)C(F)(F)F